7-ethoxy-6-methoxy-1-((4-(5-methoxy-1H-indol-3-yl)piperazin-1-yl)methyl)-3,4-dihydroisoquinoline-2(1H)-formaldehyde C(C)OC1=C(C=C2CCN(C(C2=C1)CN1CCN(CC1)C1=CNC2=CC=C(C=C12)OC)C=O)OC